6-fluoro-3-{1-[4-(4-methyl-5-oxo-[1,4]diazepane-1-carbonyl)-phenyl]-1H-[1,2,3]triazol-4-yl}-1H-quinolin-2-one FC=1C=C2C=C(C(NC2=CC1)=O)C=1N=NN(C1)C1=CC=C(C=C1)C(=O)N1CCN(C(CC1)=O)C